CN1CCN(CC1)C(=O)O[C@H]1/C=C/[C@@H]([C@H](OC(C[C@@H](CC[C@@H]1C)O)=O)/C(=C/C1=CC(=CC=C1)S(=O)(=O)N1CCCC1)/C)C [(2S,3S,4E,6R,7S,10R)-10-hydroxy-3,7-dimethyl-12-oxo-2-[(E)-1-(3-pyrrolidin-1-ylsulfonylphenyl)prop-1-en-2-yl]-1-oxacyclododec-4-en-6-yl] 4-methylpiperazine-1-carboxylate